C1(CCCCCC1)CNC(=O)C1C=2C=CC=NC2C(CC1)=O N-(cycloheptylmethyl)-8-oxo-5,6,7,8-tetrahydroquinoline-5-carboxamide